C(=O)O.C(C)(C)(C)N(C(O)=O)CC1=CC=C(C=C1)CN(C[C@@H]([C@H]([C@@H]([C@@H](CO)O)O)O)O)C[C@@H]([C@H]([C@@H]([C@@H](CO)O)O)O)O.C=C(CC)CCCCC(CCCC)C 3-methylene-8-methyl-dodecane tert-butyl-(4-((bis((2S,3R,4R,5R)-2,3,4,5,6-pentahydroxyhexyl)amino)methyl)benzyl)carbamate formate